4-amino-7-((2R,3R,4S,5R)-3,4-dihydroxy-5-(hydroxymethyl)tetrahydrofuran-2-yl)-2-methyl-7H-pyrrolo[2,3-d]pyrimidine-5-carboxamide NC=1C2=C(N=C(N1)C)N(C=C2C(=O)N)[C@@H]2O[C@@H]([C@H]([C@H]2O)O)CO